(3S)-1-(2-((6-(2-fluoro-6-methoxyphenyl)-5-methylpyridin-2-yl)amino)-5-(1-(tetrahydro-2H-pyran-4-yl)-1H-pyrazol-4-yl)pyridin-4-yl)piperidin-3-ol FC1=C(C(=CC=C1)OC)C1=C(C=CC(=N1)NC1=NC=C(C(=C1)N1C[C@H](CCC1)O)C=1C=NN(C1)C1CCOCC1)C